4-oxopentanoic acid cyclobutylmethyl ester C1(CCC1)COC(CCC(C)=O)=O